2-(4-Cyclopropylpyrimidin-5-yl)-N-(4-(4-(difluoromethyl)-1-methyl-1H-imidazol-2-yl)benzyl)furo[3,2-d]pyrimidin-4-amine C1(CC1)C1=NC=NC=C1C=1N=C(C2=C(N1)C=CO2)NCC2=CC=C(C=C2)C=2N(C=C(N2)C(F)F)C